4-(6-(6-(methylamino)-5-nitropyridine-3-yl)quinazolin-4-yl)piperazine-1-carboxylic acid tert-butyl ester C(C)(C)(C)OC(=O)N1CCN(CC1)C1=NC=NC2=CC=C(C=C12)C=1C=NC(=C(C1)[N+](=O)[O-])NC